O=C1NCC2C1NSC=1C(OC2)=C(NC1)C(=O)N 3-oxo-2,3,3a,4,10,10a-hexahydro-1H,7H-dipyrrolo[3,4-b:3',4'-f][1,4,5]oxathiazocine-8-carboxamide